Cl.C(C)C=1C=C(C=NC1OCCN1CCNCC1)N1C(N(C(C1(C)C)=O)C1=CC(=C(C#N)C=C1)C(F)(F)F)=S 4-(3-(5-Ethyl-6-(2-(piperazin-1-yl)ethoxy)pyridin-3-yl)-4,4-dimethyl-5-oxo-2-thioxoimidazolidin-1-yl)-2-(trifluoromethyl)benzonitrile hydrochloride